trans-N1-((trans-4-(4-Methoxy-3-methylphenyl)cyclohexyl)methyl)-M-(3-(2-methoxythiazol-5-yl)phenyl)-N4,N4-dimethylcyclohexane-1,4-dicarboxamide COC1=C(C=C(C=C1)[C@@H]1CC[C@H](CC1)CNC(=O)C1CC(C(CC1)C(=O)N(C)C)C1=CC(=CC=C1)C1=CN=C(S1)OC)C